methanol tin [Sn].CO